C(C)(C)(C)OC(=O)N1CC(C1)(C[N+](=O)[O-])NCC(=O)OC 3-((2-methoxy-2-oxoethyl)amino)-3-(nitromethyl)azetidine-1-carboxylic acid tert-butyl ester